ClC=1C(=CC(=C(C(=O)NC=2C=NNC(C2)=O)C1)OC1=C(C=C(C=C1)OC(F)(F)F)F)C(F)(F)F 5-Chloro-2-(2-fluoro-4-(trifluoromethoxy)phenoxy)-N-(6-oxo-1,6-dihydropyridazin-4-yl)-4-(trifluoromethyl)benzamide